2-(3-((S or R)-1-hydroxyethyl)-2-((S or R)-tetrahydrofuran-3-yl)-2H-pyrazolo[3,4-b]pyridin-6-yl)-3-methyl-5-(trifluoromethyl)phenol O[C@@H](C)C=1N(N=C2N=C(C=CC21)C2=C(C=C(C=C2C)C(F)(F)F)O)[C@@H]2COCC2 |o1:1,24|